3-(trifluoromethyl)-3H-diazine FC(C1NN=CC=C1)(F)F